N-(6-((1H-pyrazol-1-yl)methyl)-4-methoxybenzo[d]isoxazol-3-yl)-3-methylquinoline-8-sulfonamide N1(N=CC=C1)CC1=CC2=C(C(=NO2)NS(=O)(=O)C=2C=CC=C3C=C(C=NC23)C)C(=C1)OC